[1-[[(2-chloro-6-nitrophenyl)amino]mercaptomethylene]-2-oxopropyl]-3-chloro-benzonitrile potassium salt [K].ClC1=C(C(=CC=C1)[N+](=O)[O-])NSC=C(C(C)=O)C1=C(C#N)C=CC=C1Cl